COC(=O)C1=CC(=NC(=C1)Br)Br.BrC1=NC(=CC(=C1)C(=O)OC)C#N methyl 2-bromo-6-cyano-pyridine-4-carboxylate Methyl-2,6-dibromopyridine-4-carboxylate